titanium (tetrahydrofurfuryloxy) chloride C(C1CCCO1)OCl.[Ti]